1,3-dimethyl-2,4-dioxo-7-(pyrrolidin-1-yl)-1,2,3,4-tetrahydropyrido[2,3-d]pyrimidin-5-yl p-toluenesulfonate CC1=CC=C(C=C1)S(=O)(=O)OC1=CC(=NC=2N(C(N(C(C21)=O)C)=O)C)N2CCCC2